CC1=C(OC2=C(C=C(C=C2C1=O)C)[C@@H](C)NC=1C(=NC=CC1)C(=O)NCC1COC1)C1=CC=CC=C1 3-[[(1R)-1-(3,6-Dimethyl-4-oxo-2-phenyl-chromen-8-yl)ethyl]amino]-N-(oxetan-3-ylmethyl)pyridine-2-carboxamide